3-cyclopropyl-5-fluorobenzoic acid methyl ester COC(C1=CC(=CC(=C1)F)C1CC1)=O